N1(C=NC=C1)C1=NC=C(C(=C1)O)C=1N=NC(=CN1)N(C1CCNCC1)C 2-(1H-imidazol-1-yl)-5-(6-(methyl(piperidin-4-yl)amino)-1,2,4-triazin-3-yl)pyridin-4-ol